6-(2-amino-5-(3-((dimethylamino)methyl)-4-morpholinophenyl)-6-fluoropyridin-3-yl)-8-fluoro-3,4-dihydroisoquinolin-1(2H)-one NC1=NC(=C(C=C1C=1C=C2CCNC(C2=C(C1)F)=O)C1=CC(=C(C=C1)N1CCOCC1)CN(C)C)F